C(C)(=O)N1C[C@H](CCC1)N1N=CC(=C1C)C=1C=C(C=2N(C1)N=CC2C#N)SC2=C(C=C(C=C2)F)C#N (S)-6-(1-(1-acetylpiperidin-3-yl)-5-methyl-1H-pyrazol-4-yl)-4-((2-cyano-4-fluorophenyl)thio)pyrazolo[1,5-a]pyridine-3-carbonitrile